C(C)OC1(CC(C1)(C=O)C(F)(F)F)OCC 3,3-diethoxy-1-(trifluoromethyl)cyclobutane-1-carbaldehyde